imidazo[2,1-f][1,2,4]triazine-4-amine N=1N2C(C(=NC1)N)=NC=C2